trans-3-dodecene CC\C=C\CCCCCCCC